5,8-diazadodec-11-yl 2-methylbutyrate CC(C(=O)OC(CCNCCNCCCC)C)CC